1-(ethoxymethyl)-2-methoxybenzene C(C)OCC1=C(C=CC=C1)OC